ClC1=C(C=C(C=C1)C#CC1=CN(C2=NC=C(C=C21)NC(C=C)=O)C(F)F)F N-(3-((4-Chloro-3-fluorophenyl)ethynyl)-1-(difluoromethyl)-1H-pyrrolo[2,3-b]pyridin-5-yl)acrylamide